6-chloro-N-methoxy-5-(4,4,5,5-tetramethyl-1,3,2-dioxaborolan-2-yl)-1H-indole-3-carboxamide ClC1=C(C=C2C(=CNC2=C1)C(=O)NOC)B1OC(C(O1)(C)C)(C)C